N-Methylpyrrolidinium triflat [O-]S(=O)(=O)C(F)(F)F.C[NH+]1CCCC1